1-(2,5-dimethoxy-4-methylphenyl)-2-aminopropane COC1=C(C=C(C(=C1)C)OC)CC(C)N